diamyl-dithiocarbamic acid antimony [Sb].C(CCCC)N(C(S)=S)CCCCC